6-chloro-7-(5,7-dihydro-6H-pyrrolo[3,4-b]pyridin-6-yl)-1-(2-methyl-benzyl)-4-oxo-1,4-dihydro-1,8-naphthyridine-3-carboxylic acid ClC=1C=C2C(C(=CN(C2=NC1N1CC2=NC=CC=C2C1)CC1=C(C=CC=C1)C)C(=O)O)=O